(S or R)-(3-chloro-2,4-difluorophenyl)(trans-2-(trifluoromethyl)cyclopropyl)methanamine hydrochloride Cl.ClC=1C(=C(C=CC1F)[C@@H](N)[C@H]1[C@@H](C1)C(F)(F)F)F |o1:9|